5-(5-fluoro-2-(piperidin-4-ylamino)pyrimidin-4-yl)-1-isopropylpyridin-2(1H)-one FC=1C(=NC(=NC1)NC1CCNCC1)C=1C=CC(N(C1)C(C)C)=O